FC1=C(C(=C(C=C1N1N=C(C=2C1=CN=C(C2)N2CCC(CC2)OCCOC)C)C(F)(F)F)F)O 2,6-Difluoro-3-(5-(4-(2-methoxyethoxy)piperidin-1-yl)-3-methyl-1H-pyrazolo[3,4-c]pyridin-1-yl)-5-(trifluoromethyl)phenol